FC1=C(OC2=CC(=NC=C2)C(=O)N[C@@H]2C(N(C3=C(OC2)C=CC(=C3)C#CC3(COC3)O)C)=O)C=CC=C1 (S)-4-(2-Fluorophenoxy)-N-(7-((3-hydroxyoxetan-3-yl)ethynyl)-5-methyl-4-oxo-2,3,4,5-tetrahydrobenzo[b][1,4]oxazepin-3-yl)picolinamid